C(C1=CC=CC=C1)N1CCC(CC1)NC(CCC(=O)NNC1=NC=C(C=C1)Br)=O N-(1-benzylpiperidin-4-yl)-4-(2-(5-bromopyridin-2-yl)hydrazino)-4-oxobutanamide